6-(7,8-dimethyl-[1,2,4]triazolo[4,3-b]pyridazin-6-yl)-N-(1-methyl-1H-pyrazol-4-yl)-5,6,7,8-tetrahydro-1,6-naphthyridin-3-amine CC1=C(C=2N(N=C1N1CC=3C=C(C=NC3CC1)NC=1C=NN(C1)C)C=NN2)C